C([C@H]([C@H]([C@@H](C=O)O)O)O)O D(+)-arabinose